1-chloro-6-methyl-7-(4-nitrophenyl)-8-(4-(pyrimidin-2-yloxy)phenyl)pyrrolo[1,2-a]pyrazine ClC=1C=2N(C=CN1)C(=C(C2C2=CC=C(C=C2)OC2=NC=CC=N2)C2=CC=C(C=C2)[N+](=O)[O-])C